5-(3-(1H-pyrazol-3-yl)phenoxy)-6-fluoro-1-tosyl-4-vinyl-1H-indole N1N=C(C=C1)C=1C=C(OC=2C(=C3C=CN(C3=CC2F)S(=O)(=O)C2=CC=C(C)C=C2)C=C)C=CC1